2-((1-(imidazo[4,5-d]pyrrolo[2,3-b]pyridin-1(6H)-yl)pyrrolidin-3-yl)amino)acetonitrile N1(C=NC=2C1=C1C(=NC2)NC=C1)N1CC(CC1)NCC#N